ClC=1C=C(C=CC1)C#C\C=C/1\C(CN(CC1)C(=O)N1CCCCC1)(C)C {(4E)-4-[3-(3-chlorophenyl)prop-2-yn-1-ylidene]-3,3-dimethylpiperidin-1-yl}(piperidin-1-yl)methanone